ethanolate, Hydrate O.C(C)[O-]